FC1(CC1)C1=NC2=CC=C(C=C2C(=N1)N1CCC(CC1)C=1C=NC=CC1OC)N(CCO)C 2-{[2-(1-Fluoro-cyclopropyl)-4-(4-methoxy-3',4',5',6'-tetrahydro-2'H-[3,4']bipyridinyl-1'-yl)-quinazolin-6-yl]-methyl-amino}-ethanol